4-(2-(methyl-d3)phenyl)-7-((2,2,2-trifluoroethoxy)methyl)-2H-chromen-2-one C(C1=C(C=CC=C1)C1=CC(OC2=CC(=CC=C12)COCC(F)(F)F)=O)([2H])([2H])[2H]